C(=O)(OC(C)(C)C)N[C@@H]1[C@H](CCCC1)N (1S,2S)-N-Boc-1,2-diaminocyclohexane